N'-acetyl-4-amino-N-(2-chloro-4-(difluoromethoxy)benzyl)-N',1-dimethyl-1H-pyrazolo[4,3-c]quinoline-8-carbohydrazide C(C)(=O)N(N(C(=O)C1=CC=2C3=C(C(=NC2C=C1)N)C=NN3C)CC3=C(C=C(C=C3)OC(F)F)Cl)C